FC(CNCCOCCNC(C1=C(C=C(C=C1)NC=1C=2N(C=CN1)C(=CN2)C2=CC=C(C=C2)OC)C)=O)F N-[2-[2-(2,2-Difluoroethylamino)ethoxy]ethyl]-4-[[3-(4-methoxyphenyl)imidazo[1,2-a]pyrazin-8-yl]amino]-2-methylbenzamid